C1(CC1)CONC(C1=C(C(=C(C(=C1)F)F)F)CC1=C(C=C(C=C1)I)C)=O N-(cyclopropylmethoxy)-3,4,5-trifluoro-2-(4-iodo-2-methylbenzyl)benzamide